C(C)C=1N=CN(C1C(=C)C1=CC=C(C=C1)NC(OC(C)(C)C)=O)COCC[Si](C)(C)C tert-butyl (4-(1-(4-ethyl-1-((2-(trimethylsilyl)ethoxy)methyl)-1H-imidazol-5-yl)vinyl)phenyl)carbamate